(1S,4s)-4-(8-(4-chloro-2,3-difluorophenylamino)-2-((1R,3R)-3-hydroxycyclopentylamino)-9H-purin-9-yl)cyclohexanecarboxamide ClC1=C(C(=C(C=C1)NC=1N(C2=NC(=NC=C2N1)N[C@H]1C[C@@H](CC1)O)C1CCC(CC1)C(=O)N)F)F